O=C1NC(CCC1C1=CC=CC=2N(C(=NC21)C#CCNC(OC(C)(C)C)=O)C)=O tert-butyl (3-(4-(2,6-dioxopiperidin-3-yl)-1-methyl-1H-benzo[d]imidazol-2-yl)prop-2-yn-1-yl)carbamate